methyl azepine-7(1H)-carboxylate N1C=CC=CC=C1C(=O)OC